CCC(CCCCC)(NC(C)=O)CC N-di-2-ethylhexyl-acetamide